(R)-3-(1-Acryloylpyrrolidin-3-yl)-7-amino-1-(4-(2,6-difluorophenoxy)phenyl)-1,5-dihydro-4H-pyrrolo[2,3-d]pyridazin-4-on C(C=C)(=O)N1C[C@H](CC1)C1=CN(C=2C(=NNC(C21)=O)N)C2=CC=C(C=C2)OC2=C(C=CC=C2F)F